5-ethyl-1-(4-fluoroindolin-5-yl)-3-methylimidazo[1,5-a]pyrazin-8-amine C(C)C1=CN=C(C=2N1C(=NC2C=2C(=C1CCNC1=CC2)F)C)N